C(C1=CC=CC=C1)OC([C@H](CC(C)C)NS(=O)(=O)C)=O (S)-4-methyl-2-(methylsulfonylamino)pentanoic acid benzyl ester